C(C)C1CC2CN3CCC=4C=5C=C(C=CC5NC4C(C13)C2)OC 17-ethyl-7-methoxy-3,13-diazapentacyclo[13.3.1.02,10.04,9.013,18]nonadeca-2(10),4(9),5,7-tetraene